ClC1=C(C(=CC=C1)O)C1=NN=C(C2=CC=CC=C12)NCC(CO)O 3-[[4-(2-chloro-6-hydroxy-phenyl)phthalazin-1-yl]amino]propane-1,2-diol